C1=C(C=CC=2OC3=CC=C(C=C3NC12)N)N 10H-phenoxazine-2,8-diamine